CC1=C(C=C(C(=O)NC2=CC(=CC=C2)C(F)(F)F)C=C1)[C@H]1CN(CC1)C=1C=NC=2N(C1)N=CC2 (S)-4-methyl-3-(1-(pyrazolo[1,5-a]pyrimidin-6-yl)pyrrolidin-3-yl)-N-(3-(trifluoromethyl)phenyl)benzamide